(S)-N-((R)-3-((S)-2-(hydroxymethyl)pyrrolidin-1-yl)-1-(3-((1-methylazetidin-3-yl)carbamoyl)phenyl)propyl)-7-(1-(trifluoromethyl)cyclopropyl)-5,6,7,8-tetrahydroacridine-2-carboxamide OC[C@H]1N(CCC1)CC[C@H](C1=CC(=CC=C1)C(NC1CN(C1)C)=O)NC(=O)C1=CC2=CC=3C[C@H](CCC3N=C2C=C1)C1(CC1)C(F)(F)F